ClC=1C=CC(=C(C(=O)NC=2C=C(C=C(C2)C(F)(F)F)C2=CC=C(C=C2)F)C1)O 5-chloro-N-(4'-fluoro-5-(trifluoromethyl)-[1,1'-biphenyl]-3-yl)-2-hydroxybenzamide